COC=1N=C2C(=CC=NC2=CC1OC)OC1=C(C=C(C=C1)NC(=O)C1=CN(C(=C(C1=O)C1=CC=C(C=C1)F)CF)CC)F N-[4-[(6,7-dimethoxy-1,5-naphthyridin-4-yl)oxy]-3-fluorophenyl]-1-ethyl-6-(fluoromethyl)-5-(4-fluorophenyl)-4-oxopyridine-3-carboxamide